5-(1-ethyl-1H-benzo[d][1,2,3]triazol-6-yl)-N-(2-fluoro-2-methylpropyl)-7H-pyrrolo[2,3-d]pyrimidin-2-amine C(C)N1N=NC2=C1C=C(C=C2)C2=CNC=1N=C(N=CC12)NCC(C)(C)F